C1(CC1)O[C@H](C(=O)N[C@H](C(=O)OC(C)C)CCC(C=[N+]=[N-])=O)CC1=CC=C(C=C1)F isopropyl (S)-2-((S)-2-cyclopropoxy-3-(4-fluorophenyl)propanamido)-6-diazo-5-oxohexanoate